3-{[(2-{bis[(4-methoxyphenyl)methyl]amino}pyridin-3-yl)methyl](4-bromo-7-chloro-5-fluoro-1H-pyrazolo[3,4-f]quinazolin-9-yl)amino}propan-1-ol COC1=CC=C(C=C1)CN(C1=NC=CC=C1CN(CCCO)C1=NC(=NC2=C(C(=C3C(=C12)NN=C3)Br)F)Cl)CC3=CC=C(C=C3)OC